ethyl N-(3-methoxyphenyl)-P-(4-(5-(trifluoromethyl)-1,3,4-oxadiazol-2-yl)benzyl)phosphonamidate COC=1C=C(C=CC1)NP(OCC)(=O)CC1=CC=C(C=C1)C=1OC(=NN1)C(F)(F)F